[Fe-3](C#N)(C#N)(C#N)(C#N)(C#N)C#N.[Fe+2].[Na+] sodium iron ferricyanide